C(C1=CC=CC=C1)NCCC[Si](OC)(OC)C gamma-(N-benzyl)aminopropylmethyldimethoxysilane